N-(3-(4-(3-aminopropionylamino)-1H-1,2,3-triazol-1-yl)-2-methyl-6-(4-methylpiperazin-1-yl)phenyl)-2-chloro-4-fluoro-5-hydroxy-3-methylbenzamide NCCC(=O)NC=1N=NN(C1)C=1C(=C(C(=CC1)N1CCN(CC1)C)NC(C1=C(C(=C(C(=C1)O)F)C)Cl)=O)C